1-(3-fluorophenyl)piperidin-4-one FC=1C=C(C=CC1)N1CCC(CC1)=O